3-[3-(trimethoxysilyl)propyl]tetrahydrofuran-2,5-dione CO[Si](CCCC1C(OC(C1)=O)=O)(OC)OC